tert-butyl ((4-formyl-2-oxabicyclo[2.2.2]octan-1-yl)methyl)carbamate C(=O)C12COC(CC1)(CC2)CNC(OC(C)(C)C)=O